N-(1-Cyano-1-methylethyl)-4-[[2-(1-methylcyclohexyl)acetyl]amino]pyridin C(#N)C(C)(C)N1CC=C(C=C1)NC(CC1(CCCCC1)C)=O